CN(C(C(CC)(C)C)=O)C1(CC1)C1=CC=CC=C1 N,2,2-trimethyl-N-(1-phenylcyclopropyl)butanamide